7-bromo-3-(3-cyclopropyl-1-(tetrahydro-2H-pyran-2-yl)-1H-pyrazole-5-Yl)-1-isopropyl-1H-pyrazolo[4,3-c]Pyridin-4-amine BrC=1C2=C(C(=NC1)N)C(=NN2C(C)C)C2=CC(=NN2C2OCCCC2)C2CC2